C1(CC1)NC([C@H](CCCNC(OCC1C2=CC=CC=C2C=2C=CC=CC12)=O)NC(OC(C)(C)C)=O)=O (S)-(9H-fluoren-9-yl)methyl tert-butyl (5-(cyclopropylamino)-5-oxopentane-1,4-diyl)dicarbamate